[N+](=O)([O-])[O-].[Ag+] silver nitrat